((1-methylcyclopropyl)amino)methylpyrazolo[1,5-a]pyridine-7-carboxylic acid CC1(CC1)NCC1=NN2C(C=CC=C2C(=O)O)=C1